FC(C(C(F)(F)F)(O)C1=CC=C(C=C1)C1=C(C=C(C=C1)CN1[C@@H](CN(CC1)CC1=CC=NC=C1)C(=O)OC(C)C)C)(F)F isopropyl (S)-1-((4'-(1,1,1,3,3,3-hexafluoro-2-hydroxypropan-2-yl)-2-methyl-[1,1'-biphenyl]-4-yl)methyl)-4-(pyridin-4-ylmethyl)piperazine-2-carboxylate